C(C)C(CC1=C(C=C(S1)C1=C2C(SC(=C2)[Sn](C)(C)C)=C(C2=C1SC(=C2)[Sn](C)(C)C)C=2SC(=C(C2)F)CC(CCCC)CC)F)CCCC (4,8-bis(5-(2-ethylhexyl)-4-fluorothien-2-yl)benzo[1,2-b:4,5-b']dithiophene-2,6-diyl)bis(trimethylstannane)